tert-butyl-hydroxyperoxide C(C)(C)(C)OOO